3-morpholinepropanesulfonic acid N1C(COCC1)CCCS(=O)(=O)O